C(#N)[C@H]1C[C@H](CCC1)C(=O)NC1=NC=C(C=C1)C1(CCC1)C(NC1=CC=C(C=C1)F)=O (1S,3R)-3-cyano-N-(5-{1-[(4-fluorophenyl)carbamoyl]cyclobutyl}pyridin-2-yl)cyclohexane-1-carboxamide